(2E)-3-[3-fluoro-1-(oxan-2-yl)indazol-6-yl]-N-(6-methoxy-2,4-dimethylpyridin-3-yl)prop-2-enamide FC1=NN(C2=CC(=CC=C12)/C=C/C(=O)NC=1C(=NC(=CC1C)OC)C)C1OCCCC1